2-(4-iodo-1H-pyrazol-1-yl)-2-methyl-N-(2-(methylsulfonyl)-4-(trifluoromethyl)phenyl)propanamide IC=1C=NN(C1)C(C(=O)NC1=C(C=C(C=C1)C(F)(F)F)S(=O)(=O)C)(C)C